CC1=CC=C(C=C1)S(=O)(=O)NC(=O)OCC p-toluenesulfonyl-urethane